IC=1C=C(C=O)C=CC1I 3,4-diiodobenzaldehyde